CNC1=CC=C2C(=NC=NC2=C1)O[C@@H]1CC[C@H](CC1)N1C(N(CC1=O)C=1C=NC=C(C1)C(F)(F)F)=O 3-(trans-4-{[7-(methylamino)-4-quinazolinyl]oxy}cyclohexyl)-1-[5-(trifluoromethyl)-3-pyridinyl]-2,4-imidazolidinedione